BrC1=CC2=C(N(N=C2C(=C1)F)C)C(C)C 5-bromo-7-fluoro-3-isopropyl-2-methyl-indazole